(2,5-Dimethyloxazol-4-yl)benzonitrile CC=1OC(=C(N1)C1=C(C#N)C=CC=C1)C